2-(3-nitro-2-pyridyl)-5-oxo-3-pyrazolidinecarboxylic acid ethyl ester C(C)OC(=O)C1N(NC(C1)=O)C1=NC=CC=C1[N+](=O)[O-]